C1N(C[C@H]2[C@@H]1CCC2)C2=CC(=C(C=N2)C2CN(CC2)C(C=C)=O)C2=NN(C=C2)C 1-(3-(6-((cis)-hexahydrocyclopenta[c]pyrrol-2(1H)-yl)-4-(1-methyl-1H-pyrazol-3-yl)pyridin-3-yl)pyrrolidin-1-yl)prop-2-en-1-one